2-ethoxy-3,3-dimethyl-2,3-dihydrobenzofuran C(C)OC1OC2=C(C1(C)C)C=CC=C2